7-(3,4-difluoro-5-(2-hydroxyethoxy)phenyl)-5,6,7,8-tetrahydro-2,7-naphthyridine-3-carboxylic acid FC=1C=C(C=C(C1F)OCCO)N1CCC=2C=C(N=CC2C1)C(=O)O